C(C)C=1C(NC2=CC(=CC=C2C1)CNC1CC(C1)NC=1C=CC(=NC1)C(=O)NC)=O 5-((3-(((3-ethyl-2-oxo-1,2-dihydroquinolin-7-yl)methyl)amino)cyclobutyl)amino)-N-methylpicolinamide